C(CCCC[C@@H]1SC[C@@H]2NC(=O)N[C@H]12)(=O)O[C@H]1[C@@H](O[C@@H](C1)CO[Si](C1=CC=CC=C1)(C1=CC=CC=C1)C(C)(C)C)N1C=NC=2C(N)=NC=NC12 2'-O-biotinyl-3'-deoxy-5'-O-[(tert-butyl)-diphenylsilyl]-adenosine